1-(2-((2-(2-(2-mercaptoethoxy)ethoxy)ethyl)thio)-5,5-dimethylcyclohexyl)-pent-4-en-1-one SCCOCCOCCSC1C(CC(CC1)(C)C)C(CCC=C)=O